C(C)(=O)C1=CC=C2CC(C2=C1OCC1=CC=CC=C1)(C#N)C 4-acetyl-5-(benzyloxy)-7-methylbicyclo[4.2.0]octa-1,3,5-triene-7-carbonitrile